N-(6-bromopyridin-2-yl)-2-azabicyclo[3.1.0]hexane-3-carboxamide BrC1=CC=CC(=N1)NC(=O)C1NC2CC2C1